CC1C(C=N[C@@]23C(=CCCC12)N=C(N3CCN3CCNCC3)CCN3C(C=CC=C3)=O)C(=O)OC methyl (S)-7-methyl-2-(2-(2-oxopyridin-1(2H)-yl)ethyl)-3-(2-(piperazin-1-yl)ethyl)-3,7,8,9-tetrahydro-6H-imidazo[4,5-i]quinoline-6-carboxylate